(1R,5S)-3-(7-chloro-8-fluoro-5-methyl-2-(Methylthio)pyrido[4,3-d]pyrimidin-4-yl)-3,8-diazabicyclo[3.2.1]octane-8-carboxylic acid tert-butyl ester C(C)(C)(C)OC(=O)N1[C@H]2CN(C[C@@H]1CC2)C=2C1=C(N=C(N2)SC)C(=C(N=C1C)Cl)F